ClC1=C(C=C(C=C1)F)[C@H](CCO)O (S)-1-(2-chloro-5-fluorophenyl)propane-1,3-diol